BrC=1C=C(C2=C(NC=N2)C1)C 6-bromo-4-methyl-1H-benzo[d]imidazole